C(C)OC(C(F)(F)Cl)=O.ClC(C(=O)OC)(F)F methyl 2-chloro-2,2-difluoroacetate ethyl-2-chloro-2,2-difluoroacetate